C(C)C=1N=C(C2=C(N1)SC(=C2)C)NCCCC2=CC=C(C=C2)OC(F)(F)F 2-ethyl-6-methyl-N-(3-(4-(trifluoromethoxy)phenyl)propyl)thieno[2,3-d]pyrimidin-4-amine